Cl.FC=1C=C(CN(C2CC3=C(N(N=C3CC2)C2=NC=CC=C2)O)C)C=CC1 5-[(3-fluorobenzyl)methylamino]-2-pyridin-2-yl-4,5,6,7-tetrahydro-2H-indazol-3-ol hydrochloride